OCC1=CC=CC2=C1NC(=N2)C(=O)OC methyl 7-(hydroxymethyl)-1H-benzimidazole-2-carboxylate